2-ethylhexyl (2-ethylhexyl)phosphonate C(C)C(CP(OCC(CCCC)CC)([O-])=O)CCCC